(R)-2,6-dimethylphenyl-aminopropionic acid CC1=C(C(=CC=C1)C)[C@@](C(=O)O)(C)N